BrC=1C=CC(=NC1)NC(C(C1=CC=CC=C1)NCC(C)C1=CC=C(C=C1)C#N)=O N-(5-bromopyridin-2-yl)-2-((2-(4-cyanophenyl)propyl)amino)-2-phenylacetamide